methyl 5-[[4,6-difluoro-5-[4-[4-[2-(2,2,2-trifluoroethyl)-1,2,4-triazol-3-yl]phenyl]phenyl]-1H-benzimidazol-2-yl]oxy]-2-methyl-benzoate FC1=C(C(=CC=2NC(=NC21)OC=2C=CC(=C(C(=O)OC)C2)C)F)C2=CC=C(C=C2)C2=CC=C(C=C2)C=2N(N=CN2)CC(F)(F)F